13-amino-1-methyl-1,10-diazadispiro[4.1.57.25]tetradecan-2-one NC1C2(CC3(CCC(N3C)=O)C1)CCNCC2